FC=1C=C(C=CC1F)C(C1=CC=C(C#N)C=C1)OC1=C(C=C2C(CCOC2=C1C)=O)F 4-((3,4-difluorophenyl)((6-fluoro-8-methyl-4-oxochroman-7-yl)oxy)methyl)benzonitrile